5-oxo-4,5-dihydro-1H-1,2,4-triazole-3-carboxylate O=C1NC(=NN1)C(=O)[O-]